4,5-dihydroxy-12,12-dimethyl-6-(propan-2-yl)tricyclo[9.4.0.03,8]pentadeca-3,5,7-trien-2-one OC1=C2C(C3CCCC(C3CCC2=CC(=C1O)C(C)C)(C)C)=O